P(=O)(OCCCCN(CCCCCCCC)CCCCCCCC)(OCCCCCCC(C)C)O (dioctylamino)butyl 7-methyloctyl hydrogen phosphate